C(C)(=O)O[C@H]1CN([C@@H](C1)C(NC)=O)C([C@H](C(C)(C)C)N1N=NC(=C1)C1CC1)=O (3R,5S)-1-((S)-2-(4-cyclopropyl-1H-1,2,3-triazol-1-yl)-3,3-dimethylbutanoyl)-5-(methylcarbamoyl)pyrrolidin-3-yl acetate